ClC1=CC(=C(N)C=C1)C(C(F)(F)F)=O 4-chloro-2-trifluoroacetyl-aniline